FC(C(C(=O)N1CCOC2=C(C1)C=CC=C2F)C)(F)F 3,3,3-trifluoro-1-(9-fluoro-3,5-dihydro-2H-1,4-benzoxazepin-4-yl)-2-methyl-propan-1-one